O[Si](O)(O)O tetra-hydroxysilane